OC(C(=O)O)C(C(C(CO)O)O)O 2,3,4,5,6-PENTAHYDROXYHEXANOIC ACID